FC1=C(C=CC=C1)C=1C=CC=C2C(=NC(=NC12)NC=1C=NC(=CC1)N1CCNCC1)N 8-(2-fluorophenyl)-N2-(6-(piperazin-1-yl)pyridin-3-yl)quinazoline-2,4-diamine